4-methoxyphenylmethyl sulfoxide COC1=CC=C(C=C1)CS(=O)CC1=CC=C(C=C1)OC